C1(=CC=CC=C1)S(=O)(=O)NC(CC=1C=C(C(=N)N)C=CC1)C=1SC2=C(N1)C=CC(=C2)OCCOC 3-[2-(benzenesulfonamido)-2-[6-(2-methoxyethoxy)-1,3-benzothiazol-2-yl]ethyl]benzamidine